3-(1H-pyrazol-1-yl)benzamide N1(N=CC=C1)C=1C=C(C(=O)N)C=CC1